chloro-6-hydroxy-3,4-dihydronaphthalene-2-carbaldehyde ClC1=C(CCC2=CC(=CC=C12)O)C=O